BrC1=C(C(=C(C(=C1OC)OC)O)CCCCCCCCCCBr)C 4-bromo-2-(10-bromodecyl)-5,6-dimethoxy-3-methylphenol